O1C=CC=2C1=C1C=NC=NC1=CC2 furo[5,4-f]quinazoline